COC1=CC(=CC(=C1OC)O)[C@@H]2CCC3=C(O2)C(=C(C=C3C4=CC(=C(C5=C4CC[C@H](O5)C6=CC(=C(C(=C6)OC)OC)O)O)OC)OC)O The molecule is a biflavonoid obtained by coupling of two units of 8,3'-dihydroxy-7,4',5'-trimethoxyflavan resulting in a bond between C-5 positions of the two chromene rings. Isolated from Muntingia calabura, it exhibits antineoplastic activity. It has a role as a metabolite and an antineoplastic agent. It is a biflavonoid, a hydroxyflavan, a methoxyflavan, a polyphenol and a ring assembly.